OC1(CCN(CC1)C=1C=C2C(=NC(=NC2=CC1OC)C)N[C@H](C)C=1C(=C(C#N)C=CC1)C)C (R)-3-(1-((6-(4-hydroxy-4-methylpiperidin-1-yl)-7-methoxy-2-methylquinazolin-4-yl)amino)ethyl)-2-methylbenzonitrile